CNC(C(=O)O)CC(=O)C.NC(C(=O)OC)CC(=O)C methyl aminolevulinate (Methyl aminolevulinate)